Cl.Cl.FC=1C=C(C=CC1)C1=CC2=C(NC(=N2)CCN)C=C1 2-(5-(3-fluorophenyl)-1H-benzo[d]imidazol-2-yl)ethan-1-amine dihydrochloride